4-((2-(azetidin-1-ylmethyl)benzyl)amino)-2,3-difluoro-6-methyl-N-(thiazol-4-yl)benzenesulfonamide 2,2,2-trifluoroacetate FC(C(=O)O)(F)F.N1(CCC1)CC1=C(CNC2=C(C(=C(C(=C2)C)S(=O)(=O)NC=2N=CSC2)F)F)C=CC=C1